(R)-(5-methyl-6-(4-(trifluoromethyl)phenyl)pyridazin-3-yl)((R)-piperidin-3-yl)methanol CC=1C=C(N=NC1C1=CC=C(C=C1)C(F)(F)F)[C@H](O)[C@H]1CNCCC1